FC(C(=O)O)(F)F.FC1=CC=2N(C=C1NC(=O)N1CCC=3C1=NC=CC3N3CC(NC(C3)(C)C)(C)C)C=C(N2)C N-(7-fluoro-2-methylimidazo[1,2-a]pyridin-6-yl)-4-(3,3,5,5-tetramethylpiperazin-1-yl)-2,3-dihydro-1H-pyrrolo[2,3-b]pyridine-1-carboxamide 2,2,2-trifluoroacetate